5-Amino-1-isopropyl-3-[6-[2-[4-[(4-methylpiperazin-1-yl)methyl]-3-(trifluoromethyl)anilino]-2-oxoethyl]-3-pyridyl]pyrazole-4-carboxamide NC1=C(C(=NN1C(C)C)C=1C=NC(=CC1)CC(=O)NC1=CC(=C(C=C1)CN1CCN(CC1)C)C(F)(F)F)C(=O)N